Diethyleneglycol diacetate C(C)(=O)OCCOCCOC(C)=O